4-[5-(2-aminoethyl)pyrimidin-2-yl]-3-(2-methyl-5-pyridin-2-ylpyrazol-3-yl)oxybenzonitrile NCCC=1C=NC(=NC1)C1=C(C=C(C#N)C=C1)OC=1N(N=C(C1)C1=NC=CC=C1)C